3-(((1-ethyl-1H-imidazol-5-yl)methyl)amino)-5-methoxybenzoate C(C)N1C=NC=C1CNC=1C=C(C(=O)[O-])C=C(C1)OC